N1-(2-(Dimethylamino)ethyl)-N4-(4-(5-chloro-1H-indol-1-yl)pyrimidin-2-yl)-5-methoxy-N1-methylbenzene-1,2,4-triamine CN(CCN(C=1C(=CC(=C(C1)OC)NC1=NC=CC(=N1)N1C=CC2=CC(=CC=C12)Cl)N)C)C